N\C(=C/CS[NH-])\C1=NC=CC=C1C (2Z)-3-amino-3-(3-methylpyridin-2-yl)prop-2-enylthioamide